5-(9-(4-(4-amino-5-methoxy-2-(1-methyl-1H-pyrazol-4-yl)phenyl)piperazin-1-yl)-3-azaspiro[5.5]undecan-3-yl)-2-(2,6-dioxopiperidin-3-yl)isoindoline-1,3-dione NC1=CC(=C(C=C1OC)N1CCN(CC1)C1CCC2(CCN(CC2)C=2C=C3C(N(C(C3=CC2)=O)C2C(NC(CC2)=O)=O)=O)CC1)C=1C=NN(C1)C